2-(2-((3R,4R)-3-Amino-4-fluoropiperidin-1-yl)-6-fluoro-1H-benzo[d]imidazol-1-yl)-1-(azetidin-1-yl)ethan-1-on N[C@@H]1CN(CC[C@H]1F)C1=NC2=C(N1CC(=O)N1CCC1)C=C(C=C2)F